N,1-bis(tert-butyloxycarbonyl)-L-histidine-18O2-Triethylamine salt C(C)N(CC)CC.C(C)(C)(C)OC(=O)N[C@@H](CC1=CN(C=N1)C(=O)OC(C)(C)C)C(=[18O])[18OH]